ClC=1C=C(C(=O)N[C@@H]2CN[C@H](CC2)C=2OC(=NN2)OCCOC(F)(F)F)C=CC1C 3-chloro-4-methyl-N-[(3s,6r)-6-[5-[2-(trifluoromethoxy)ethoxy]-1,3,4-oxadiazol-2-yl]-3-piperidinyl]benzamide